ClC1=C(C=C(C=C1)N1C=NN(C1=O)CSC1=CC(=C(OCC(=O)OCC)C=C1)C)C Ethyl 2-(4-(((4-(4-chloro-3-methylphenyl)-5-oxo-4,5-dihydro-1H-1,2,4-triazol-1-yl)methyl)thio)-2-methylphenoxy)acetate